C12CC(C1)(C2)NC(=O)C2=NC=CC(=C2)NC(CC2=C(C=CC(=C2)Cl)O)=O N-(3-bicyclo[1.1.1]pentyl)-4-[[2-(5-chloro-2-hydroxy-phenyl)acetyl]amino]pyridine-2-carboxamide